N-[(4,6-dimethyl-2-oxo-1H-pyridin-3-yl)methyl]-6-[6-(4-methylpiperazin-1-yl)pyridin-3-yl]-1-propan-2-ylindazole-4-carboxamide CC1=C(C(NC(=C1)C)=O)CNC(=O)C=1C=2C=NN(C2C=C(C1)C=1C=NC(=CC1)N1CCN(CC1)C)C(C)C